ClC=1C(=C(CNC(CN(C(CN2N=C(C3=CC(=CC=C23)C(=O)N)C(=O)N)=O)[C@@H](CO)C)=O)C=CC1)F (R)-1-(2-((2-((3-chloro-2-fluorobenzyl)amino)-2-oxoethyl)(1-hydroxypropan-2-yl)amino)-2-oxoethyl)-1H-indazole-3,5-dicarboxamide